ClC=1C=C2C(=NC(N3C2=C(C1C1=CC(=C(C=C1)Cl)F)SCC3)=O)N3[C@H](CN(CC3)C(\C=C\C(F)F)=O)C (S,E)-9-chloro-10-(4-chloro-3-fluorophenyl)-7-(4-(4,4-difluorobut-2-enoyl)-2-methylpiperazin-1-yl)-2,3-dihydro-5H-[1,4]thiazino[2,3,4-ij]quinazolin-5-one